C(C)(C)N1C(N(C(C=2C1=CN(C2C=O)CC2=C(C=CC=C2C)C)=O)C)=O 1-isopropyl-3-methyl-6-(2,6-dimethylbenzyl)-2,4-dioxo-2,3,4,6-tetrahydro-1H-pyrrolo[3,4-d]Pyrimidine-5-carbaldehyde